2-bromo-1-(2-methylpyridin-4-yl)ethan-1-one BrCC(=O)C1=CC(=NC=C1)C